1-(4-(4-(4-Fluorophenyl)-2,3-dihydrobenzo[b]oxepin-5-yl)phenyl)-4-isopropylpiperazine FC1=CC=C(C=C1)C1=C(C2=C(OCC1)C=CC=C2)C2=CC=C(C=C2)N2CCN(CC2)C(C)C